N-((3-(benzyloxy)-1-ethyl-6-methyl-4-oxo-1,4-dihydropyridin-2-yl)methyl)-4-methoxybenzamide C(C1=CC=CC=C1)OC1=C(N(C(=CC1=O)C)CC)CNC(C1=CC=C(C=C1)OC)=O